tert-Butyl 3-(2-{cyclooctyl[(3-methylisoxazole-4-carbonyl)amino]methyl}-7-fluoro-3H-benzimidazol-5-yl)propanoate C1(CCCCCCC1)C(C=1NC2=C(N1)C(=CC(=C2)CCC(=O)OC(C)(C)C)F)NC(=O)C=2C(=NOC2)C